9-(3-chlorophenyl)-3,4-dihydropyrido[2,1-c][1,2,4]thiadiazine 2,2-dioxide ClC=1C=C(C=CC1)C1=CC=CN2C1=NS(CC2)(=O)=O